COC1=CC(=NC=C1)NC1=NC(=NN2C1=C(C(=C2)C=2C=NC=CC2)C2=CC=CC=C2)C=2N(C=CN2)C N-(4-Methoxypyridin-2-yl)-2-(1-methyl-1H-imidazol-2-yl)-5-phenyl-6-(pyridin-3-yl)pyrrolo[2,1-f][1,2,4]triazin-4-amine